2-[5-[(1S)-1-(tert-butoxycarbonylamino)ethyl]-1,2,4-triazol-1-yl]thiazole-5-carboxylic acid C(C)(C)(C)OC(=O)N[C@@H](C)C1=NC=NN1C=1SC(=CN1)C(=O)O